ClC1=CC(=C2C=C(N(C2=C1)CCNC1=CC(=NC=N1)C1=CC(=CS1)OC(C)C)C)OC 5-{6-[2-(6-Chloro-4-methoxy-2-methyl-indol-1-yl)-ethylamino]-pyrimidin-4-yl}-3-isopropoxy-thiophen